[C@H]12CN(C[C@H](CC1)N2)C=2C1=C(N=C(N2)OCC23CCCN3CCC2)C(=C(N=C1)C1=CC(=CC2=CC=CC=C12)P(C)(C)=O)F (4-(4-((1R,5S)-3,8-diazabicyclo[3.2.1]octane-3-yl)-8-fluoro-2-((tetrahydro-1H-pyrrolizine-7a(5H)-yl)methoxy)pyrido[4,3-d]pyrimidin-7-yl)naphth-2-yl)dimethylphosphine oxide